N-(6-(6-(2-cyclopropoxy-3,5-difluorobenzyl)-5-oxo-5,6,7,8-tetrahydro-1,6-naphthyridin-3-yl)imidazo[1,2-b]pyridazin-2-yl)acetamide C1(CC1)OC1=C(CN2C(C=3C=C(C=NC3CC2)C=2C=CC=3N(N2)C=C(N3)NC(C)=O)=O)C=C(C=C1F)F